[Ir].[Cr].[Co] Cobalt-Chromium-Iridium